3,3-difluoro-4-hydroxypyrrolidin-2-one FC1(C(NCC1O)=O)F